5-Bromo-7-(((3,4-Dimethoxybenzyl)amino)methyl)chinolin-8-ol BrC1=C2C=CC=NC2=C(C(=C1)CNCC1=CC(=C(C=C1)OC)OC)O